C(C)(C)(C)OCCC=CCCCC=CCCCCC 1-(tert-butoxy)-3,8-tetradecadiene